thiazolyl-ethanone S1C(=NC=C1)C(C)=O